(Z)-2-(3-cyclopropylmethoxy-4-methoxyphenyl)-3-(2,6-dimethyl-4-carbonylpyridin-1(4H)-yl)-acrylamide C1(CC1)COC=1C=C(C=CC1OC)/C(/C(=O)N)=C/N1C(=CC(C=C1C)=C=O)C